4,4-difluoro-2-(4-fluorophenyl)-N-{4-[3-(4-fluorophenyl)-5-methyl-4-oxo-7-(2,2,2-trifluoroethyl)-4,5-dihydro-1H-pyrrolo[3,2-c]pyridin-2-yl]pyridin-2-yl}butanamide FC(CC(C(=O)NC1=NC=CC(=C1)C1=C(C=2C(N(C=C(C2N1)CC(F)(F)F)C)=O)C1=CC=C(C=C1)F)C1=CC=C(C=C1)F)F